O1C(=CC=C1C(=O)O)C(=O)O.C(CN)N ethylenediamine 2,5-furandicarboxylate